N-(2-amino-2-methylpropyl)-6-(5-(trifluoromethyl)-1H-indol-2-yl)pyrazine-2-carboxamide NC(CNC(=O)C1=NC(=CN=C1)C=1NC2=CC=C(C=C2C1)C(F)(F)F)(C)C